C(C)(C)(C)OC(=O)NC(C(=O)OC)CC(C(=O)OC)=C dimethyl 2-((tert-butoxycarbonyl)amino)-4-methylenepentanedioate